CCCCC(CC)COC(=O)CCCCCCCCCCCCCCC(C)C ethylhexyl isostearate